FC(OC1=NC=CC(=C1)CNC(=O)NC1=CC(=CC=C1)CF)F 1-[[2-(difluoromethoxy)pyridin-4-yl]methyl]-3-[3-(fluoromethyl)phenyl]urea